1-(6-chloro-3-(4-(methylsulfonyl)piperazine-1-carbonyl)quinolin-4-yl)-4-methylpiperidine-4-carbonitrile ClC=1C=C2C(=C(C=NC2=CC1)C(=O)N1CCN(CC1)S(=O)(=O)C)N1CCC(CC1)(C#N)C